3-nitro-2-pyridinesulfenyl sulfide [N+](=O)([O-])C=1C(=NC=CC1)SSSC1=NC=CC=C1[N+](=O)[O-]